2-amino-4-oxo-4-pyrrolidin-1-ylbutanoic acid NC(C(=O)O)CC(N1CCCC1)=O